BrC=1C=C(C=2N(C1NC1=C(C(=CC=C1C)OC)Cl)N=CN2)C 6-bromo-N-(2-chloro-3-methoxy-6-methylphenyl)-8-methyl-[1,2,4]triazolo[1,5-a]pyridin-5-amine